(R)-3,5-dimethyl-2-(1-methyl-2-((1-methylpiperidin-3-yl)amino)-1H-imidazo[4,5-b]pyridin-5-yl)phenol CC=1C(=C(C=C(C1)C)O)C1=CC=C2C(=N1)N=C(N2C)N[C@H]2CN(CCC2)C